C(C)(=O)OC(C)OC(=O)N(C1C2CCC(C1C1=CC=CC=C1)C2)CC N-(1-Acetoxyethoxycarbonyl)-(-)-N-ethyl-3-phenylbicyclo[2.2.1]heptan-2-amine